(1s,3s)-3-[(5-cyclopropyl-1,2,4-Triazin-3-yl)amino]-1-methylcyclobutan-1-ol C1(CC1)C=1N=C(N=NC1)NC1CC(C1)(O)C